Tert-Butyl 4-(3-phenyl-1,2,4-oxadiazol-5-yl)piperidine-1-carboxylate C1(=CC=CC=C1)C1=NOC(=N1)C1CCN(CC1)C(=O)OC(C)(C)C